O1C2(OCC1)C(NC1=CC=CC=C12)=O spiro[indoline-3,2'-[1,3]dioxolane]-2-one